C1(CC1)C=1C(=CC(N2[C@@H](CSC12)C(=O)O)=O)CC1=C(C=CC(=C1)C)F (3R)-7-Cyclopropyl-6-[(2-fluoro-5-methyl-phenyl)methyl]-4-oxo-1-thia-3a-aza-3-indancarboxylic acid